ClC=1C=2N(C=CC1C1=NNC3=NC(=CN=C31)N3C[C@@H]1[C@]([C@@H]1CC3)(C=3SC=C(N3)C)CN)N=CC2 ((1S,6R,7S)-3-(3-(4-chloropyrazolo[1,5-a]pyridin-5-yl)-1H-pyrazolo[3,4-b]pyrazin-6-yl)-7-(4-methylthiazol-2-yl)-3-azabicyclo[4.1.0]heptan-7-yl)methanamine